4-(5-aminopyridin-2-yl)-1-(ethylimino)-1λ6-thiomorpholine 1-oxide NC=1C=CC(=NC1)N1CCS(CC1)(=NCC)=O